3-(5-(4-fluorophenyl)-2H-1,2,3-triazol-4-yl)-4-methoxybenzo[c]isoxazole FC1=CC=C(C=C1)C=1C(=NNN1)C1=C2C(=NO1)C=CC=C2OC